6-bromo-5-fluoro-1-(3-fluorocyclobutyl)-1H-indole-3-carbaldehyde BrC1=C(C=C2C(=CN(C2=C1)C1CC(C1)F)C=O)F